NC1=C(C(=NN1C1CC(C1)O)C1=CC=C2C=CC(=NC2=C1)C1=CC=CC=C1)C(=O)N 5-amino-1-((1r,3r)-3-hydroxycyclobutyl)-3-(2-phenylquinolin-7-yl)-1H-pyrazole-4-carboxamide